(7-(3-Chloro-2-methylphenoxy)-2-azaspiro[3.5]nonan-2-yl)((1s,3s)-3-hydroxy-3-methylcyclobutyl)methanon ClC=1C(=C(OC2CCC3(CN(C3)C(=O)C3CC(C3)(C)O)CC2)C=CC1)C